CC(C#CC=CCC(CCCCCCCN)NCC1=CC=CC2=CC=CC=C12)(C)C 1-(6,6-dimethylhept-2-en-4-yn-1-yl)-N1-(naphthalen-1-ylmethyl)octane-1,8-diamine